(indazolyl)benzotriazole N1N=C(C2=CC=CC=C12)C1=CC=CC=2NN=NC21